1-(3-Benzyloxybenzyl)-1H-indazole-6-carboxylic acid methyl ester COC(=O)C1=CC=C2C=NN(C2=C1)CC1=CC(=CC=C1)OCC1=CC=CC=C1